3-methylpropenyl oxypropyl tetramethyl disiloxane 10-hydroxydecanoate OCCCCCCCCCC(=O)O.CCC=COCCC[SiH](O[Si](C)(C)C)C